C1NCC12CC(C2)OC2=CC=C1C=NN(C1=C2C)C 6-((2-azaspiro[3.3]heptan-6-yl)oxy)-1,7-dimethyl-1H-indazole